1-benzyl-4-(2-bromophenyl)piperidine-4-carbonitrile C(C1=CC=CC=C1)N1CCC(CC1)(C#N)C1=C(C=CC=C1)Br